IC1=CN(C=2N=CN=C(C21)N)C2CCN(CC2)S(=O)(=O)C 5-iodo-7-(1-(methylsulfonyl)piperidin-4-yl)-7H-pyrrolo[2,3-d]pyrimidin-4-amine